1-[3-(Oxetan-3-yl-oxy)phenyl]ethan-1-one O1CC(C1)OC=1C=C(C=CC1)C(C)=O